C(C1=CC=CC=C1)NC1=NC=2N(C=C1)N=C(C2C#N)C2=C(C=CC=C2)F (benzylamino)-2-(2-fluorophenyl)pyrazolo[1,5-a]pyrimidine-3-carbonitrile